ClC=1C=C(C=CC1)C1(CC1)CO (1-(3-chlorophenyl)cyclopropyl)methanol